tert-Butyl (2S,4S)-4-((2-(((5-chloro-3-fluoropyridin-2-yl)oxy)methyl)pyrimidin-4-yl)oxy)-2-methylpiperidine-1-carboxylate ClC=1C=C(C(=NC1)OCC1=NC=CC(=N1)O[C@@H]1C[C@@H](N(CC1)C(=O)OC(C)(C)C)C)F